FC1=CC2=C(C(=NO2)C2CCN(CC2)CCCCOC2=CC=C3CCC(N4C3=C2CC4)=O)C=C1 9-(4-(4-(6-fluorobenzo[d]isoxazol-3-yl)piperidin-1-yl)butoxy)-5,6-dihydro-1H-pyrrolo[3,2,1-ij]quinolin-4(2H)-one